FC(C(=O)O)(F)F.ClC1=CC=C(C=C1)C=1C2=C(N3C1C(N1[C@@H](C3)CCC1)=O)C=CC=N2 (6aR)-12-(4-Chlorophenyl)-6a,7,8,9-tetrahydro-6H,11H-pyrido[2',3':4,5]pyrrolo[1,2-a]pyrrolo[1,2-d]pyrazin-11-one, trifluoroacetate salt